COC(C1=C(C=C(C(=C1)OCCCNC(C1=CC(=CC=C1)F)=O)OC)N)=O 2-amino-5-(3-(3-fluorobenzamido)propoxy)-4-methoxybenzoic acid methyl ester